COC(=O)C1=NN(N=C1)C1=NC=C(C=C1Cl)NC(=O)OC(C)(C)C 2-(5-((tert-Butoxycarbonyl)amino)-3-chloropyridin-2-yl)-2H-1,2,3-triazole-4-carboxylic acid methyl ester